C(#N)OC1=CC=C(C=C1)C(=C(Cl)Cl)C1=CC=C(C=C1)OC#N Bis(4-cyanooxyphenyl)-2,2-dichloroethylene